CC1(OC2=C(C1)C=CC=C2COC2=C(C=C(C=C2)C2C=1C(NC(C2)=O)=NNC1)OC)C 4-{4-[(2,2-dimethyl-2,3-dihydro-1-benzofuran-7-yl)methoxy]-3-methoxyphenyl}-2H,4H,5H,6H,7H-pyrazolo[3,4-b]pyridin-6-one